6-chloro-N-(5-chloro-1-(2,2-difluoroethyl)-1H-pyrazol-4-yl)-7-iodoquinazolin-2-amine ClC=1C=C2C=NC(=NC2=CC1I)NC=1C=NN(C1Cl)CC(F)F